CCCCC/C=C\C/C=C\C/C=C\CCCCCCC(=O)O[C@H](COC(=O)CCC/C=C\C/C=C\C/C=C\C/C=C\CCCCC)COP(=O)(O)OC[C@@H](C(=O)O)N 1-(5Z,8Z,11Z,14Z-eicosatetraenoyl)-2-(8Z,11Z,14Z-eicosatrienoyl)-glycero-3-phosphoserine